6-Chloro-4-((1-ethyl-4-fluoro-7-methoxy-1H-indazol-6-yl)amino)-N-(methyl-d3)nicotinamide ClC1=NC=C(C(=O)NC([2H])([2H])[2H])C(=C1)NC1=CC(=C2C=NN(C2=C1OC)CC)F